(S)-N-(3-(2-(((R)-2-hydroxypropyl)amino)-6-morpholinylpyrimidin-4-yl)-4-methylphenyl)-3-(2,2,2-trifluoroethyl)pyrrolidine-1-carboxamide O[C@@H](CNC1=NC(=CC(=N1)C=1C=C(C=CC1C)NC(=O)N1C[C@@H](CC1)CC(F)(F)F)N1CCOCC1)C